4-((6-cyano-2H-indazol-2-yl)methyl)-7-methyl-1H-indole-5-carboxylic acid C(#N)C=1C=CC2=CN(N=C2C1)CC1=C2C=CNC2=C(C=C1C(=O)O)C